2-{4-[(4-methyl-4-azaspiro[2.5]oct-7-yl)amino]pyrido[3,4-d]pyridazin-1-yl}-5-(trifluoromethyl)phenol CN1C2(CC2)CC(CC1)NC=1N=NC(=C2C1C=NC=C2)C2=C(C=C(C=C2)C(F)(F)F)O